FC(O[C@H]1C[C@H](C1)C(=O)NNC(=O)C1OCCCO1)(F)F N'-[cis-3-(trifluoromethoxy)cyclobutanecarbonyl]-1,3-dioxane-2-carbohydrazide